(2S)-2-amino-4-[(pyridin-3-yl)carbamoyl]butanoic acid N[C@H](C(=O)O)CCC(NC=1C=NC=CC1)=O